N-(2-Methoxy-6-(4-methoxypyrimidin-5-yl)pyridin-3-yl)-5-methyl-3-phenylisoxazole-4-carboxamide COC1=NC(=CC=C1NC(=O)C=1C(=NOC1C)C1=CC=CC=C1)C=1C(=NC=NC1)OC